ClC(=CN1N=CN=C1)C1=C(C=C(C=C1)Cl)Cl 1-[2-chloro-2-(2,4-dichlorophenyl)vinyl]-1,2,4-triazole